[7,8-dichloro-6-(2,6-difluorophenyl)-4H-[1,2,4]triazolo[1,5-a][1,4]benzodiazepin-2-yl]-(3-methoxyazetidin-1-yl)methanone ClC1=C(C=CC2=C1C(=NCC=1N2N=C(N1)C(=O)N1CC(C1)OC)C1=C(C=CC=C1F)F)Cl